ClC=1C=C(C(=NC1)N1C([C@@H](N(C(C1)=O)CC1=CC=C(C=C1)C(F)(F)F)CO)=O)F (S)-1-(5-chloro-3-fluoro-pyridin-2-yl)-3-(hydroxymethyl)-4-(4-(trifluoromethyl)benzyl)-piperazine-2,5-dione